6-(cyclopropylmethoxy)-N-(3-(hydroxymethyl)pent-3-yl)-5-(3-methoxyazetidin-1-yl)pyridineamide C1(CC1)COC1=C(C=CC(=N1)C(=O)NC(CC)(CC)CO)N1CC(C1)OC